3-Methacryloxypropyltris(methoxyethoxy)silan C(C(=C)C)(=O)OCCC[Si](OCCOC)(OCCOC)OCCOC